N-(8-cyano-1,2,3,5,6,7-hexahydros-indacen-4-ylcarbamoyl)-4-(2-hydroxypropan-2-yl)benzenesulfonamide C(#N)C=1C=2CCCC2C(=C2CCCC12)NC(=O)NS(=O)(=O)C1=CC=C(C=C1)C(C)(C)O